ClC1=C(C=C(C=C1)C=1C=C2C(=NC1)C=NN2CC=2SC(=NN2)C)C(F)F 2-[[6-[4-Chloro-3-(difluoromethyl)phenyl]pyrazolo[4,3-b]pyridin-1-yl]methyl]-5-methyl-1,3,4-thiadiazole